C(=C)C(CN[C@@H](CCC(=O)[O-])C(=O)[O-])C=C 2-vinyl-but-3-en-1-yl-L-glutamate